2-(2-(cyclopentanesulfonylamino)thiazol-4-yl)-N-(4-(6-ethoxypyrazin-2-yl)phenyl)-2-methylpropanamide C1(CCCC1)S(=O)(=O)NC=1SC=C(N1)C(C(=O)NC1=CC=C(C=C1)C1=NC(=CN=C1)OCC)(C)C